N-ethyl-6-methyl-4-(1-(naphthalen-2-yl)ethenyl)-7-oxo-6,7-dihydro-1H-pyrrolo[2,3-c]pyridin-2-carboxamide C(C)NC(=O)C1=CC2=C(C(N(C=C2C(=C)C2=CC3=CC=CC=C3C=C2)C)=O)N1